tert-butyl (E)-4-(2-ethoxy-2-oxoethylidene)azepane-1-carboxylate C(C)OC(\C=C/1\CCN(CCC1)C(=O)OC(C)(C)C)=O